FC1=CC=C(C=C1)N1N=CC2=C1N=CN(C2=O)CC2(CCN(CC2)C=2SC=CN2)O 1-(4-fluorophenyl)-5-((4-hydroxy-1-(thiazol-2-yl)piperidin-4-yl)methyl)-1,5-dihydro-4H-pyrazolo[3,4-d]pyrimidin-4-one